10-phenyl-8,10-dihydro-9H-cyclopenta[b]naphtho[1,2-d]furan-9,9-dicarboxylate C1(=CC=CC=C1)C1C(CC=2OC3=C(C21)C=2C=CC=CC2C=C3)(C(=O)[O-])C(=O)[O-]